The molecule is an aminotrisaccharide that is 2-acetamido-2-deoxy-D-glucopyranose in which the hydroxy groups at positions 4 and 6 have been glycosylated by a beta-D-galactopyranosyl group and a beta-D-glucopyranosyl group, respectively. It is an amino sugar, an amino trisaccharide, a member of acetamides, a beta-D-glucoside and a beta-D-galactoside. It derives from a beta-D-Galp-(1->4)-D-GlcpNAc and a beta-D-Glcp-(1->6)-D-GlcpNAc. CC(=O)N[C@@H]1[C@H]([C@@H]([C@H](OC1O)CO[C@H]2[C@@H]([C@H]([C@@H]([C@H](O2)CO)O)O)O)O[C@H]3[C@@H]([C@H]([C@H]([C@H](O3)CO)O)O)O)O